(3S,4S)-N-(2,3-difluorophenyl)-1-methyl-2-oxo-4-[4-(trifluoromethyl)phenyl]-3-pyrrolidinecarboxamide FC1=C(C=CC=C1F)NC(=O)[C@H]1C(N(C[C@@H]1C1=CC=C(C=C1)C(F)(F)F)C)=O